O(C1=CC=CC=C1)C1=C(C=CC=C1)C=1C=C2C=CC(=CC2=CC1)C(=O)OC Methyl 6-(2-phenoxy-phenyl)-naphthalene-2-carboxylate